tri(trichloromethyl)-s-triazine ClC(Cl)(Cl)C1=NC(=NC(=N1)C(Cl)(Cl)Cl)C(Cl)(Cl)Cl